bicyclo[2.2.2]octan-1-yl (4-nitrophenyl) carbonate C(OC12CCC(CC1)CC2)(OC2=CC=C(C=C2)[N+](=O)[O-])=O